Tert-butyl 6-[(2-bromo-3-chloro-phenyl)methyl]-2,2-dimethyl-morpholine-4-carboxylate BrC1=C(C=CC=C1Cl)CC1OC(CN(C1)C(=O)OC(C)(C)C)(C)C